ClC1=NC(=NC(=C1)C)NC1=CNC2=CC=C(C=C12)O 3-((4-chloro-6-methylpyrimidin-2-yl)amino)-1H-indol-5-ol